COC(=O)C=1N(N=C(C1)O[C@@H]1CN(CC1)C(=O)OC(C)(C)C)C 5-[(3S)-1-tert-butoxycarbonylpyrrolidin-3-yl]oxy-2-methyl-pyrazole-3-carboxylic acid methyl ester